7,7-difluoro-1-methyl-spiro[bicyclo[4.1.0]heptane-3,2-[1,3]dioxolane] FC1(C2CCC3(OCCO3)CC12C)F